NC1=NC=C(C=C1O[C@H](C)C=1C=C(C=CC1)NC(=O)C1=CC2=C(OCO2)C=C1)Cl (R)-N-(3-(1-((2-Amino-5-chloropyridin-3-yl)oxy)ethyl)phenyl)benzo[d][1,3]dioxol-5-carboxamid